ClCC=1C(=CC(=C(C1)C(=O)C1=CC=CC=C1)O)OCCCCCCCC (5-(chloromethyl)-2-hydroxy-4-(octyloxy)phenyl)(phenyl)methanone